5-(2,3-dihydroxybenzylidene)-3-hexyl-1-methyl-2-selenoxoimidazolidin-4-one OC1=C(C=C2C(N(C(N2C)=[Se])CCCCCC)=O)C=CC=C1O